C(#N)C=1C=NN2C1C(=CC(=C2)C=2C=NN(C2)C)N2CC(C2)C(=O)NCC=2C=NC(=CC2)OC 1-(3-cyano-6-(1-methyl-1H-pyrazol-4-yl)pyrazolo[1,5-a]pyridin-4-yl)-N-((6-methoxypyridin-3-yl)methyl)azetidine-3-carboxamide